FC(C(=O)O)(F)F.COC1=C(C=CC=C1)NC=1N=C(NC1C)C1=NC=CC(=C1)C=1C=NC=C(C1)N1CCOCC1 N-(2-Methoxyphenyl)-5-methyl-2-(5-morpholin-4-yl-3,4'-bipyridin-2'-yl)-1H-imidazol-4-amine trifluoroacetate salt